tert-butyl N-[cis-3-[[6-(4,5-dimethoxy-2-methyl-phenyl)-3-[N'-(2-ethyl-5-fluoro-phenyl)carbamimidoyl]pyrrolo[1,2-b]pyridazin-4-yl]amino]cyclopentyl]carbamate COC1=CC(=C(C=C1OC)C=1C=C2N(N=CC(=C2N[C@H]2C[C@H](CC2)NC(OC(C)(C)C)=O)C(N)=NC2=C(C=CC(=C2)F)CC)C1)C